methyl ((1R,3R)-3-(6-((6-(3-aminopyrrolidin-1-yl)pyridin-2-yl)amino)-3-methyl-2-oxo-2,3-dihydro-1H-imidazo[4,5-c]pyridin-1-yl)cyclopentyl)carbamate NC1CN(CC1)C1=CC=CC(=N1)NC1=CC2=C(C=N1)N(C(N2[C@H]2C[C@@H](CC2)NC(OC)=O)=O)C